N1=CN=C(C=C1)CCCNC(OC(C)(C)C)=O tert-butyl (3-(pyrimidin-4-yl)propyl)carbamate